NCCCCCNC1=C(C=NC2=CC(=C(C=C12)OC)OC)C#N 4-(5-aminopentylamino)-6,7-dimethoxyquinoline-3-carbonitrile